ClC1=C(C(=CC=C1)F)NC(C1=C(C=C(C(=C1)F)N1N=C(N(C1=O)CC)CO)O[C@H](C(F)(F)F)C)=O N-(2-Chloro-6-fluorophenyl)-4-[4-ethyl-3-(hydroxymethyl)-5-oxo-1,2,4-Triazol-1-yl]-5-Fluoro-2-[(2S)-1,1,1-Trifluoropropan-2-yl]oxybenzamid